[BH4-].[Na+].CN(CCC1=CC=C(C=C1)[C@@H]1NC[C@H](CC1)C)C |r| N,N-Dimethyl-2-[4-[rac-(2R,5S)-5-methyl-2-piperidyl]phenyl]ethanamine Sodium Borohydride